ClC1=NC2=C(C(=C(C=C2C(=N1)N1CC2CCC(C1)N2C(=O)OC(C)(C)C)Cl)C2=CC(=CC1=CC=CC=C21)OCOC)F tert-butyl 3-(2,6-dichloro-8-fluoro-7-(3-(methoxymethoxy)naphthalen-1-yl)quinazolin-4-yl)-3,8-diazabicyclo[3.2.1]octane-8-carboxylate